N-[(1R)-1-[4-(2-Methoxyethoxy)-3-(1-methylpyrazol-4-yl)phenyl]ethyl]-2-methyl-5-(4-methylpiperazin-1-yl)benzamide COCCOC1=C(C=C(C=C1)[C@@H](C)NC(C1=C(C=CC(=C1)N1CCN(CC1)C)C)=O)C=1C=NN(C1)C